1,1,1,15,15,15-hexafluoro-8,8-bis((2-(2,2,2-trifluoroethoxy)ethoxy)methyl)-3,6,10,13-tetraoxapentadecane FC(COCCOCC(COCCOCC(F)(F)F)(COCCOCC(F)(F)F)COCCOCC(F)(F)F)(F)F